1,3-dihydroxybenzene sodium salt [Na].OC1=CC(=CC=C1)O